Cl.C(C)(=O)N1CCC(CC1)C1=CC2=C(N=CN=C2N[C@H](C)C2=C(C(=CC=C2)C(C2CNCCO2)(F)F)F)N(C1=O)C 6-(1-acetyl-4-piperidyl)-4-[[(1R)-1-[3-[difluoro(morpholin-2-yl)methyl]-2-fluoro-phenyl]ethyl]amino]-8-methyl-pyrido[2,3-d]pyrimidin-7-one HCl salt